ClC1=NC=C(C(=N1)NC1CCNCC1)NC 2-chloro-N5-methyl-N4-(tetrahydro-2H-pyridine-4-yl)pyrimidine-4,5-diamine